OC=1C=C2CCN(C(C2=CC1)=O)C1=CC=NC=C1 6-hydroxy-2-(pyridin-4-yl)-3,4-dihydro-isoquinolin-1(2H)-one